C(C)(C)(C)OC(=O)N1CC(CC=C1C1=CC=C(C=C1)S(=O)(=O)C)C.C(C)(C)(C)OC(=O)N1[C@@H](CCC1)C(N(C)OC)=O (2S)-1-tert-Butoxycarbonyl-2-(methoxy(methyl)carbamoyl)pyrrolidine tert-butyl-3-methyl-6-(4-methylsulfonylphenyl)-3,4-dihydro-2H-pyridine-1-carboxylate